(2,4,6-tris(4-(4-cyanophenyl)-1H-1,2,3-triazolyl)phenyl)-1,3,5-triazine C(#N)C1=CC=C(C=C1)C=1N=NN(C1)C1=C(C(=CC(=C1)N1N=NC(=C1)C1=CC=C(C=C1)C#N)N1N=NC(=C1)C1=CC=C(C=C1)C#N)C1=NC=NC=N1